Cl.C(C1=CC=CC=C1)OC(NC1[C@@H]2CNC[C@H]12)=O (1R,5S,6r)-3-azabicyclo[3.1.0]hex-6-ylcarbamic acid benzyl ester, hydrochloride